C(C)C(N(CC1=CC=CC=C1)CC1=CC=CC=C1)C(=O)O ethyl-N,N-dibenzylglycine